14,15-EpoxyEicosatetraenoic Acid CCCCCC1C(O1)CCCCC=CC=CC=CC=CC(=O)O